FC(CN1C(N(C2=NC(=NC=C12)S(=O)C)C1CCOCC1)=O)F 7-(2,2-difluoroethyl)-2-(methylsulfinyl)-9-(tetrahydro-2H-pyran-4-yl)-7,9-dihydro-8H-purin-8-one